octyl-tetrahydrofuran C(CCCCCCC)C1OCCC1